diethyl-d10 carbonate [2H]C([2H])([2H])C([2H])([2H])OC(=O)OC([2H])([2H])C([2H])([2H])[2H]